bis(3-(2-(Dimethylamino)-ethyl)-5-methoxy-1H-indol-1-yl)methanone di-formate C(=O)O.C(=O)O.CN(CCC1=CN(C2=CC=C(C=C12)OC)C(=O)N1C=C(C2=CC(=CC=C12)OC)CCN(C)C)C